1,6-Dimethyl-4-[4-(5-methyl-1,3-benzoxazol-2-yl)piperidin-1-yl]-7-nitro-2-oxo-1,2-dihydro-quinoline-3-carbonitrile CN1C(C(=C(C2=CC(=C(C=C12)[N+](=O)[O-])C)N1CCC(CC1)C=1OC2=C(N1)C=C(C=C2)C)C#N)=O